pyrimidopyridone N1C(N=CC2=C1C=CC=N2)=O